(S)-(6-(3-chloro-1H-pyrazol-4-yl)-1-(2-(dimethylamino)ethyl)-1H-indol-3-yl)(6-methoxychroman-3-yl)methanone dihydrobromide Br.Br.ClC1=NNC=C1C1=CC=C2C(=CN(C2=C1)CCN(C)C)C(=O)[C@@H]1COC2=CC=C(C=C2C1)OC